C(C)(C)(C)OC(NCC=1OC2=C(C1)C=C(C=C2OC(F)(F)F)Br)=O (5-bromo-7-(trifluoromethoxy)benzofuran-2-yl)methylcarbamic acid tert-butyl ester